C1(CC1)C1=NN(C=2N=C(NC(C21)=O)C)C(C)C2=CC=C(C=C2)C(F)F 3-Cyclopropyl-1-(1-(4-(Difluoromethyl)Phenyl)Ethyl)-6-Methyl-1H-Pyrazolo[3,4-d]Pyrimidin-4(5H)-One